Cl.C[C@H]1[C@@H](C1)N Trans-2-methylcyclopropan-1-amine hydrochloride